C(C)(C)(C)OC(=O)N[C@@H](CCCN1C(=NC2=C1C=CC(=C2)CCC(=O)OC)NC(=O)OCC)C(N[C@H]2CN(CC2)CC)=O methyl 3-{1-[(4S)-4-{[(tert-butoxy)carbonyl]amino}-4-{[(3R)-1-ethylpyrrolidin-3-yl]carbamoyl}butyl]-2-[(ethoxycarbonyl)amino]-1H-1,3-benzodiazol-5-yl}propanoate